spiro[2.3]hex-2-yl-methanone C1C(C12CCC2)C=O